O=C1N(CC=2C(=NC=CC21)C2=C(C=CC=C2)OCC(F)(F)F)C2=CC=C(C=N2)C#N 6-{1-oxo-4-[2-(2,2,2-trifluoroethoxy)phenyl]-1,3-dihydro-2H-pyrrolo[3,4-c]pyridin-2-yl}pyridine-3-carbonitrile